(S)-1-(5-fluoro-3-methyl-1-benzofuran-2-yl)-2-methylpropan-1-amine FC=1C=CC2=C(C(=C(O2)[C@H](C(C)C)N)C)C1